3-((2-(6-ethylpyridin-3-yl)-8-methoxy-2,3-dihydrobenzo[b][1,4]dioxin-6-yl)methyl)-6-iodo-3H-imidazo[4,5-b]pyridine C(C)C1=CC=C(C=N1)C1COC2=C(O1)C(=CC(=C2)CN2C=NC=1C2=NC=C(C1)I)OC